NC1(CC2CC2C1)C(=O)O 3-aminobicyclo[3.1.0]hexane-3-carboxylic acid